ClC1=C(COC=2C(=NC=C(C2)C=2NC3=CC=CC=C3C2)N)C(=CC=C1)Cl 3-(2,6-dichloro-benzyloxy)-5-(1H-indol-2-yl)-pyridin-2-ylamine